C(=CC)C1=C(OC2(CC=C(C(=O)C3=CC=CC=C3)C=C2)OC2=C(C=CC=C2)C=CC)C=CC=C1 4,4-bis[2-(1-propenyl)phenoxy]benzophenone